5-(difluoro((((S)-1-isopropoxy-1-oxo-3-phenylpropan-2-yl)oxy)(phenoxy)phosphoryl)methyl)benzo[b]thiophene-2-carboxylic acid FC(C1=CC2=C(SC(=C2)C(=O)O)C=C1)(P(=O)(OC1=CC=CC=C1)O[C@H](C(=O)OC(C)C)CC1=CC=CC=C1)F